C(C)OC(=O)C=1C=CC=C2C=NNC12 Indazole-7-carboxylic acid ethyl ester